(1S,2S,3S,6R)-6-(((S)-1-cyclohexylethyl)amino)-4-(fluoromethyl)cyclohex-4-ene-1,2,3-triol C1(CCCCC1)[C@H](C)N[C@@H]1C=C([C@@H]([C@@H]([C@H]1O)O)O)CF